CCC(CCN1CCCCC1(C)C)(C)C 1,2,2,6,6-pentamethyl-4-piperidinylbutane